FC=1C=C(C=CC1)NC(CCC)=O N-(m-fluorophenyl)butanamide